N-benzyl-2,6-piperidinedione C1CC(=O)N(C(=O)C1)CC2=CC=CC=C2